2-(5-chloro-3-fluoropyridin-2-yl)-2-methylpropylamine ClC=1C=C(C(=NC1)C(CN)(C)C)F